CC1=C(C(=CC(=C1)C)C)C=1C=NOC1C1=CC=C(C=C1)OC 4-(2,4,6-trimethylphenyl)-5-(4-methoxyphenyl)-isoxazole